1-hydroxy-7-azabenzotriazole phosphonium [PH4+].ON1N=NC2=C1N=CC=C2